FC(C1=NC(=NC(=N1)C(F)(F)F)N1[C@H](C=2NC3=CC=C(C=C3C2CC1)F)CC1COCOC1)(F)F (1S)-2-[4,6-bis(trifluoromethyl)-1,3,5-triazin-2-yl]-1-[(1,3-dioxan-5-yl)methyl]-6-fluoro-2,3,4,9-tetrahydro-1H-pyrido[3,4-b]indole